CN1CCN(CC1)C1=CC=C(C#N)C=C1 4-(4-methyl-1-piperazinyl)benzonitrile